C(C)(C)(C)C1=NOC(=N1)C(=O)N[C@H](C)C1=C(C=C(C=C1)C1=CC(=NC=N1)NC1=CC=C(C=N1)N1[C@@H](CN(CC1)C(=O)OC(C)(C)C)C)C tert-butyl (R)-4-(6-((6-(4-((R)-1-(3-(tert-butyl)-1,2,4-oxadiazole-5-carboxamido)ethyl)-3-methylphenyl)pyrimidin-4-yl)amino)pyridin-3-yl)-3-methylpiperazine-1-carboxylate